3,3'-((propane-2,2-diylbis-(4,1-phenylene))bis(oxy))-dianiline CC(C)(C1=CC=C(C=C1)OC=1C=C(N)C=CC1)C1=CC=C(C=C1)OC=1C=C(N)C=CC1